C(#N)C=1C(=CC(=NC1)N1N=CC(=C1)CNC[C@@H](C=1C(=C2COC(C2=CC1)=O)C)NC(C)=O)C (R)-N-(2-(((1-(5-cyano-4-methylpyridin-2-yl)-1H-pyrazol-4-yl)methyl)amino)-1-(4-methyl-1-oxo-1,3-dihydroisobenzofuran-5-yl)ethyl)acetamide